CCC1=C(C=C2CC(CC2=C1)NC[C@@H](C3=C4C=CC(=O)NC4=C(C=C3)O)O)CC The molecule is a monohydroxyquinoline that consists of 5-[(1R)-2-amino-1-hydroxyethyl]-8-hydroxyquinolin-2-one having a 5,6-diethylindan-2-yl group attached to the amino function. Used as the maleate salt for treatment of chronic obstructive pulmonary disease. It has a role as a beta-adrenergic agonist and a bronchodilator agent. It is a quinolone, a monohydroxyquinoline, a member of indanes, a secondary alcohol and a secondary amino compound. It is a conjugate base of an indacaterol(1+).